rac-(3R,4R)-4-(4-chlorophenyl)pyrrolidin-3-ol ClC1=CC=C(C=C1)[C@H]1[C@H](CNC1)O |r|